C1(=CC=CC=C1)P(C1=C(C=O)C=CC=C1)C1=CC=CC=C1 2-(diphenylphosphino)benzaldehyde